3-(4-(5-(azetidin-3-yl)pyrimidin-2-yl)-5-cyclopropylisoxazol-3-yl)-1-(tert-butyl)-1H-pyrazolo[3,4-d]pyrimidin-4-amine trifluoroacetate FC(C(=O)O)(F)F.N1CC(C1)C=1C=NC(=NC1)C=1C(=NOC1C1CC1)C1=NN(C2=NC=NC(=C21)N)C(C)(C)C